C(CCC)N1C(N(C(C=C1Cl)=O)C1CCC(CC1)CN1C(N(C(C1(C)C)=O)COCC[Si](C)(C)C)=O)=O 1-Butyl-6-chloro-3-((1s,4s)-4-((5,5-dimethyl-2,4-dioxo-3-((2-(trimethylsilyl)ethoxy)methyl)imidazolidin-1-yl)methyl)cyclohexyl)pyrimidine-2,4(1H,3H)-dione